O=C1N(CC2N1CCC2)C2CC1CN(C2C1)C=1N=NC(=C(N1)NC1=CC=C(C=C1)C1CCNCC1)C(=O)N (6-(3-oxotrihydro-1H-pyrrolo[1,2-c]imidazol-2(3H)-yl)-2-azabicyclo[2.2.1]heptan-2-yl)-5-((4-(piperidin-4-yl)phenyl)amino)-1,2,4-triazine-6-carboxamide